NCCCC(CCNC1=CC(=NC2=CC=CC=C12)C1=CC=C(C=C1)OC)NC (3-aminopropyl)-N3-(2-(4-methoxyphenyl)quinolin-4-yl)-N1-methylpropane-1,3-diamine